(2Z)-3-amino-1-(4-fluorophenyl)-3-phenylprop-2-en-1-one N\C(=C/C(=O)C1=CC=C(C=C1)F)\C1=CC=CC=C1